Cl.FC(C=1C=C(C=C(C1)C(F)F)[C@@H](C)O[C@@H]1[C@@H]([NH2+]CCO1)C1=CC=C(C=C1)F)F (2R,3S)-2-[(1R)-1-[3,5-bis(difluoromethyl)phenyl]ethoxy]-3-(4-fluorophenyl)-morpholinium hydrochloride